N-(2-(4-fluorophenyl)-vinyl)-N,N-diphenylamine FC1=CC=C(C=C1)C=CN(C1=CC=CC=C1)C1=CC=CC=C1